2-trimethylsilylethyl N-[2-[2-[2-[2-[2-[2-(2-aminoethoxy)-ethoxy]ethoxy]ethoxy]ethoxy]ethoxy]ethyl]-N-methyl-carbamate NCCOCCOCCOCCOCCOCCOCCN(C(OCC[Si](C)(C)C)=O)C